(m-chlorophenyl)methanol ClC=1C=C(C=CC1)CO